NC1=C(C2=C(CN([C@@H](C2)C)C(=O)OC(C)(C)C)S1)C(=O)OCC 6-(tert-butyl) 3-ethyl (R)-2-amino-5-methyl-4,7-dihydrothieno[2,3-c]pyridine-3,6(5H)-dicarboxylate